4-(Thiazolidin-2-yl)benzene-1,2-diol S1C(NCC1)C=1C=C(C(=CC1)O)O